C(C)(C)(C)OC(NC=1N=C(SC1CC)CC)=O (2,5-diethyl-1,3-thiazol-4-yl)carbamic acid tert-butyl ester